FC(C1=C(OC=2CCC3=CN(N=C3C21)C[C@@H]2OCCOC2)C(=O)NC[C@H]2OCCOC2)F 8-(Difluoromethyl)-N-{[(2R)-1,4-dioxan-2-yl]methyl}-2-{[(2S)-1,4-dioxan-2-yl]methyl}-4,5-dihydro-2H-furo[2,3-g]indazol-7-carboxamid